CN(C(=O)NC=1C=NC2=CC=CC=C2C1)CC1=CSC=C1 1-methyl-3-quinolin-3-yl-1-(3-thienylmethyl)urea